C(C)(C)(C)S(=O)NC(C)C1=CC(=CS1)C1=C(CN(C(OC(C)(C)C)=O)C)C=CC=C1 tert-butyl (2-(5-(1-((tert-butylsulfinyl)amino)ethyl)thiophen-3-yl)benzyl)(methyl)carbamate